neodymium bis(p-nonylphenyl) phosphate P(=O)(OC1=CC=C(C=C1)CCCCCCCCC)(OC1=CC=C(C=C1)CCCCCCCCC)[O-].[Nd+3].C(CCCCCCCC)C1=CC=C(C=C1)OP(=O)(OC1=CC=C(C=C1)CCCCCCCCC)[O-].C(CCCCCCCC)C1=CC=C(C=C1)OP(=O)(OC1=CC=C(C=C1)CCCCCCCCC)[O-]